(4'-cyano-[2,2'-bipyridyl]-4-yl)piperidine-3-carboxamide hydrochloride Cl.C(#N)C1=CC(=NC=C1)C1=NC=CC(=C1)N1CC(CCC1)C(=O)N